ClC=1C(=NC(=NC1)C=1CCNCC1)NC=1C=C2C=C(C(N(C2=CC1)C)=O)OCC(C)=O 6-[[5-chloro-2-(1,2,3,6-tetrahydropyridin-4-yl)pyrimidin-4-yl]amino]-1-methyl-3-(2-oxopropoxy)quinolin-2-one